C(C)(C)(C)C=1C=C(C=C(C1O)C(C)(C)C)CCC(=O)NCCCCCCNC(CCC1=CC(=C(C(=C1)C(C)(C)C)O)C(C)(C)C)=O bis(3,5-di-tert-butyl-4-hydroxyphenyl-propionyl)hexamethylenediamine